4-[6-amino-5-(2-chloro-3,6-difluoro-benzyloxy)-pyridin-3-yl]-N-(3-morpholin-4-yl-propyl)-benzamide NC1=C(C=C(C=N1)C1=CC=C(C(=O)NCCCN2CCOCC2)C=C1)OCC1=C(C(=CC=C1F)F)Cl